FC1=CC=C(C=C1)C(=O)C1=CNC=2N=C(N=C(C21)NC2CCC(CC2)CO)NC=2C=NN(C2)C2CCN(CC2)C (4-fluorophenyl)(4-(((1r,4r)-4-(hydroxymethyl)cyclohexyl)amino)-2-((1-(1-methylpiperidin-4-yl)-1H-pyrazol-4-yl)amino)-7H-pyrrolo[2,3-d]pyrimidin-5-yl)methanone